7-chloro-5-((2,2-diethoxyethyl)amino)-4-(methylamino)-1-(2-methylpyridin-3-yl)quinazoline ClC1=CC(=C2C(=NCN(C2=C1)C=1C(=NC=CC1)C)NC)NCC(OCC)OCC